N-[1-(1-methylazetidin-3-yl)ethyl]-5-[4-(trifluoromethyl)phenoxy]naphthalene-2-carboxamide CN1CC(C1)C(C)NC(=O)C1=CC2=CC=CC(=C2C=C1)OC1=CC=C(C=C1)C(F)(F)F